O=CC=1OC(=CC1)C=O 2,5-di(oxomethyl)furan